methyl 3-(pyrrolidin-3-yl)propanoate hydrochloride Cl.N1CC(CC1)CCC(=O)OC